C(\C=C\C=O)=O Fumaraldehyd